COCC(=O)C1=CC=NC=C1 2-methoxy-1-(4-pyridyl)ethanone